N1=C(C=CC2=CC=CC=C12)C1=CC=C(C=C1)CO (4-(quinolin-2-yl)phenyl)methanol